C(C1=NN(C(=N1)N)CCCCCC[Si](OC)(OC)OC)C1=NN(C(=N1)N)CCCCCC[Si](OC)(OC)OC 3,3'-methylenebis{1-[6-(trimethoxysilyl)hexyl]-5-amino-1,2,4-triazole}